(S)-7,7,7-trifluorohept-1-en-4-amine HCl salt Cl.FC(CC[C@@H](CC=C)N)(F)F